(R)-N-(6-(3-((3-hydroxy-1-methyl-2-oxopyrrolidin-3-yl)ethynyl)phenyl)pyrido[3,2-d]pyrimidin-4-yl)acetamide O[C@@]1(C(N(CC1)C)=O)C#CC=1C=C(C=CC1)C=1C=CC=2N=CN=C(C2N1)NC(C)=O